IC=CC1=C(O[SiH3])C=C(C=C1)OC (2-(2-iodovinyl)-5-methoxyphenoxy)silane